isoheptyne CC(C)CCC#C